(6S,15S)-3,8,13,18-tetraazaicosane-6,15-diol CCNCC[C@@H](CNCCCCNC[C@H](CCNCC)O)O